CN1N=CC(=C1CN1CCCCC1)C=1C=C2C=C(N=CC2=CC1)NC(CN1[C@H](CCC1)C)=O (S)-N-(6-(1-methyl-5-(piperidin-1-ylmethyl)-1H-pyrazol-4-yl)isoquinolin-3-yl)-2-(2-methylpyrrolidin-1-yl)acetamide